CC1([C@@H]([C@H](CCC1)C)C(=O)OCC)C Ethyl (1R,6S)-2,2,6-trimethylcyclohexanecarboxylate